methyl 4-amino-1-(2-chlorophenyl)-2-oxo-7-(trifluoromethyl)-1,2-dihydro-1,8-naphthyridine-3-carboxylate NC1=C(C(N(C2=NC(=CC=C12)C(F)(F)F)C1=C(C=CC=C1)Cl)=O)C(=O)OC